C(C)OC(CC)=O (2R)-1-ethoxy-1-oxopropan